3-chloro-N-(((2S,3R,6R)-2,6-dimethylmorpholin-3-yl)methyl)-5-(trifluoromethyl)pyridin-2-amine ClC=1C(=NC=C(C1)C(F)(F)F)NC[C@H]1NC[C@H](O[C@H]1C)C